4-[4,4-dimethyl-3-(4-methylpyridin-2-yl)-5-oxo-2-thioxoimidazolidin-1-yl]-2-trifluoromethylbenzonitrile CC1(N(C(N(C1=O)C1=CC(=C(C#N)C=C1)C(F)(F)F)=S)C1=NC=CC(=C1)C)C